COC1=CC=C(CNC=2C=3N(C4=CC(=CC=C4N2)C(=O)O)C(=NC3)C)C=C1 4-((4-methoxybenzyl)amino)-1-methylimidazo[1,5-a]quinoxaline-8-carboxylic acid